6-methylpyridin-4-amine CC1=CC(=CC=N1)N